1,3,5-benzenetricarboxylic acid tri(2-isopropyl-cyclohexylamide) C(C)(C)C1C(CCCC1)NC(=O)C1=CC(=CC(=C1)C(=O)NC1C(CCCC1)C(C)C)C(=O)NC1C(CCCC1)C(C)C